FC(C)(F)C1=NOC=C1C(=O)O 3-(1,1-difluoroethyl)isoxazole-4-carboxylic acid